3-(2-(((1-(4-(1-acetyl-4-((4-chlorophenyl)amino)-2-methyl-1,2,3,4-tetrahydroquinolin-6-yl)phenyl)piperidin-4-yl)(methyl)amino)methyl)phenyl)piperidine-2,6-dione C(C)(=O)N1C(CC(C2=CC(=CC=C12)C1=CC=C(C=C1)N1CCC(CC1)N(C)CC1=C(C=CC=C1)C1C(NC(CC1)=O)=O)NC1=CC=C(C=C1)Cl)C